NC(CCC1CC1)(C1=CC(=CC=C1)C#N)C=1C=CC(=C(C1)NC(=O)[C@@H]1N(C[C@@H](C1)O)C(=O)NC1=CC=C(C=C1)Cl)F (2R,4R)-N2-(5-((+)-1-amino-1-(3-cyanophenyl)-3-cyclopropylpropyl)-2-fluorophenyl)-N1-(4-chlorophenyl)-4-hydroxypyrrolidine-1,2-dicarboxamide